CN(C)CC1=CC=C(C=C1)NC1=CC=C(C=C1)C1=CC(=C(C=C1)F)OC N-(4-((Dimethylamino)methyl)phenyl)-4'-fluoro-3'-methoxy-[1,1'-biphenyl]-4-amin